C(#N)C1=CC(=C(C=C1)NC(=O)[C@H]1CC[C@H]2[C@@H]3CC[C@H]4C[C@@](CC[C@@]4([C@H]3CC[C@]12C)CC)(O)COCC)C (3R,5S,8S,9S,10S,13S,14S,17S)-N-(4-cyano-2-methylphenyl)-3-(ethoxymethyl)-10-ethyl-3-hydroxy-13-methylhexadecahydro-1H-cyclopenta[a]phenanthrene-17-carboxamide